n-ethylenediamine CCNCCN